[4-(1-dibenzofuranyl)phenyl]boronic acid C1(=CC=CC=2OC3=C(C21)C=CC=C3)C3=CC=C(C=C3)B(O)O